NC1=CC=CC(=N1)N(CCC#N)C 3-[(6-amino-2-pyridyl)-methyl-amino]propanenitrile